C(C)N1CCN(CC1)C(=O)C1=CC=C(C=C1)[C@@H]1CC2(CC(C2)C#N)CCN1CC1=C2C=CNC2=C(C=C1OC)C (2R,4s,6S)-6-(4-(4-ethylpiperazine-1-carbonyl)phenyl)-7-((5-methoxy-7-methyl-1H-indol-4-yl)methyl)-7-azaspiro[3.5]nonane-2-carbonitrile